3-Methyl-7-(1-(5-methylisothiazol-4-yl)piperidin-4-yl)-5-((3-(trifluoromethyl)pyridin-2-yl)methyl)pyrido[2,3-b]pyrazin-6(5H)-one CC1=CN=C2C(=N1)N(C(C(=C2)C2CCN(CC2)C=2C=NSC2C)=O)CC2=NC=CC=C2C(F)(F)F